iodobenzonitrile sodium salt [Na].IC1=C(C#N)C=CC=C1